NC(CCC1CC1)(C1=CC(=CC=C1)C#N)C=1C=CC(=C(C1)NC(=O)C1=CC(=NN1C1=CC(=CC=C1)C(N)=O)C(F)(F)F)F (-)-N-(5-(1-amino-1-(3-cyanophenyl)-3-cyclopropyl-propyl)-2-fluorophenyl)-1-(3-carbamoylphenyl)-3-(trifluoromethyl)-1H-pyrazole-5-carboxamide